3-(4-amino-3-(2-fluoro-6-phenoxypyridin-3-yl)-1H-pyrazolo[3,4-d]pyrimidin-1-yl)piperidine-1-carbonyl-3-cyclopropylacrylonitrile NC1=C2C(=NC=N1)N(N=C2C=2C(=NC(=CC2)OC2=CC=CC=C2)F)C2CN(CCC2)C(=O)C(C#N)=CC2CC2